FC1=CC=C(C=C1)C1=C(C=2N(C(=N1)N)N=C(N2)CC2=NC=CC=C2F)C=2C=C1N=CC=NC1=CC2 7-(4-fluorophenyl)-2-((3-fluoropyridin-2-yl)methyl)-8-(quinoxalin-6-yl)-[1,2,4]triazolo[1,5-c]pyrimidin-5-amine